tert-butyl 4-[3-(2,6-dibenzyloxy-3-pyridyl)-1-methyl-indazol-6-yl]-3,6-dihydro-2H-pyridine-1-carboxylate C(C1=CC=CC=C1)OC1=NC(=CC=C1C1=NN(C2=CC(=CC=C12)C=1CCN(CC1)C(=O)OC(C)(C)C)C)OCC1=CC=CC=C1